N-[(1S)-1-{[(1S)-1-{[2-chloro-4-(hydroxymethyl)phenyl]carbamoyl}ethyl]carbamoyl}-2-methylpropyl]-6-(2,5-dioxo-2,5-dihydro-1H-pyrrol-1-yl)hexanamide ClC1=C(C=CC(=C1)CO)NC(=O)[C@H](C)NC(=O)[C@H](C(C)C)NC(CCCCCN1C(C=CC1=O)=O)=O